C(#C)C=1C(=CC=C2C=C(C=C(C12)N1C=C2N=C(N=CC2=CC1C(F)(F)F)OC([2H])([2H])C1(CC1)CN1CCCC1)O)F 7-(8-ethynyl-7-fluoro-3-hydroxynaphthalen-1-yl)-2-((1-(pyrrolidin-1-ylmethyl)cyclopropyl)methoxy-d2)-6-(trifluoromethyl)pyrido[3,4-d]Pyrimidin